(S)-7-chloro-3-(cyclopropylmethyl)-5-phenyl-1H-benzo[e][1,4]diazepin-2(3H)-one ClC1=CC2=C(NC([C@@H](N=C2C2=CC=CC=C2)CC2CC2)=O)C=C1